(R)-1-(2-chlorophenyl)ethyl (1-(4-nitrophenyl)-1H-pyrrol-2-yl)carbamate [N+](=O)([O-])C1=CC=C(C=C1)N1C(=CC=C1)NC(O[C@H](C)C1=C(C=CC=C1)Cl)=O